C[C@@H]1[C@@H](C1)C(=O)O cis-2-(methyl)cyclopropane-1-carboxylic acid